N-Methyl-N-(6-methyl-2-((4aS,5aR)-5a-methyl-1,4,4a,5,5a,6-hexahydrocyclopropa[f]indazol-3-yl)-1H-benzo[d]imidazol-5-yl)-2-morpholinoacetamide CN(C(CN1CCOCC1)=O)C1=CC2=C(NC(=N2)C2=NNC=3C[C@@]4([C@H](CC23)C4)C)C=C1C